3-[4-(3-aminoazetidin-1-yl)-2-fluoro-phenyl]piperidine-2,6-dione NC1CN(C1)C1=CC(=C(C=C1)C1C(NC(CC1)=O)=O)F